(S)-(2,4-difluoro-6-methylphenyl)(3-(4-(2-(3-(fluoromethyl)pyrrolidin-1-yl)ethoxy)phenoxy)-6-hydroxybenzo[b]thiophen-2-yl)methanone FC1=C(C(=CC(=C1)F)C)C(=O)C1=C(C2=C(S1)C=C(C=C2)O)OC2=CC=C(C=C2)OCCN2C[C@H](CC2)CF